FC(C=1C=C2C(=NN(C2=CC1)C1=CC=C(C=C1)C(F)(F)F)CNC(C)=O)(F)F N-[[5-(trifluoromethyl)-1-[4-(trifluoromethyl)phenyl]indazol-3-yl]methyl]acetamide